C(C)(=O)N[C@H]1[C@@H]([C@@H](C(O)O[C@@H]1CO)NC(C)=O)O 4-acetamido-4-deoxy-N-acetylmannosamine